tert-butyl 4-[3-[[1-(1,3-benzothiazol-2-yl)-2-(3-cyanophenyl)ethyl]sulfamoyl]benzoyl]piperazine-1-carboxylate S1C(=NC2=C1C=CC=C2)C(CC2=CC(=CC=C2)C#N)NS(=O)(=O)C=2C=C(C(=O)N1CCN(CC1)C(=O)OC(C)(C)C)C=CC2